(3R)-4-(7-(ethylsulfonyl)-6-methyl-2-(1H-pyrazol-3-yl)-6,7,8,9-tetrahydro-2H-1,2,3,7-tetraazabenzo[cd]azulen-4-yl)-3-methylmorpholine C(C)S(=O)(=O)N1C(C=2C3=C(N(N=C3CC1)C1=NNC=C1)N=C(C2)N2[C@@H](COCC2)C)C